ClC=1C=CC(=C(C1)C1=CC(N(C=C1OC)C(CC1=CC=CC=C1)C=1N=NN(C1)C1=CC=CC=C1)=O)N1N=NC(=C1)Cl 4-(5-chloro-2-(4-chloro-1H-1,2,3-triazol-1-yl)phenyl)-5-methoxy-1-(2-phenyl-1-(1-phenyl-1H-1,2,3-triazol-4-yl)ethyl)pyridin-2(1H)-one